Bis(7-methoxy-7-oxoheptyl)(2E,4E,6E,8E,10E,12E,14E)-2,6,11,15-tetramethylhexadecane COC(CCCCCCC(C(CCCC(CCCCC(CCCC(C)C)C)C)C)CCCCCCC(OC)=O)=O